3'-O-(Methylthiomethyl)-5'-O-(tert-butyldimethylsilyl)thymidine CSCO[C@H]1C[C@@H](O[C@@H]1CO[Si](C)(C)C(C)(C)C)N1C(=O)NC(=O)C(C)=C1